tert-butyl 4-(5-amino-3-fluoro-4-(methoxycarbonyl)pyridin-2-yl)piperazine-1-carboxylate NC=1C(=C(C(=NC1)N1CCN(CC1)C(=O)OC(C)(C)C)F)C(=O)OC